1-[4-(4-methyl-1,3-thiazol-5-yl)phenyl]ethanamine CC=1N=CSC1C1=CC=C(C=C1)C(C)N